C(CCC)OC(=O)N1[C@@H](C[C@H](CC1)O)C (2r,4s)-4-hydroxy-2-methylpiperidine-1-carboxylic acid-butyl ester